Dimethyl 5-hydroxy-2-(4-methoxyphenethyl)-6-phenethylpyridine-3,4-dicarboxylate OC=1C(=C(C(=NC1CCC1=CC=CC=C1)CCC1=CC=C(C=C1)OC)C(=O)OC)C(=O)OC